ClC=1C=C(C2=C(N1)N(C=C2)C2COCC2)C=O C6-chloro-1-(tetrahydrofuran-3-yl)-1H-pyrrolo[2,3-b]pyridine-4-carbaldehyde